2,3,5,6-tetramethyl-tetrahydropyran-4-one CC1OC(C(C(C1C)=O)C)C